[Na].C(C=1C(O)=CC=C(O)C1)(=O)O gentisic acid sodium